CN1N=C(C=C1C)NC1=NC=C(C(=N1)C1=CNC2=C(C=CC=C12)N1C(C2=CC=CC(=C2C1)NC(C1=CN=CC=C1)=O)=O)C N-(2-(3-(2-((1,5-dimethyl-1H-pyrazol-3-yl)amino)-5-methylpyrimidin-4-yl)-1H-indol-7-yl)-1-oxoisoindolin-4-yl)nicotinamide